FC1=C(C=CC=C1C[C@@H]1N(CC([C@@H]1NS(=O)(=O)CC)(F)F)C(=O)OCC)C1=CC(=CC=C1)F ethyl (2S,3R)-2-[(2,3'-difluoro[1,1'-biphenyl]-3-yl) methyl]-3-[(ethanesulfonyl)amino]-4,4-difluoropyrrolidine-1-carboxylate